C(C)(C)(C)OC(=O)N[C@@H](C)C(=O)N1[C@@H]2[C@](CCC1)([C@H](N(C2)C(=O)OC(C)(C)C)C(=O)OC)CCCB2OC(C(O2)(C)C)(C)C 6-(tert-butyl) 5-methyl (4aS,5S,7aR)-1-((tert-butoxycarbonyl)-L-alanyl)-4a-(3-(4,4,5,5-tetramethyl-1,3,2-dioxaborolan-2-yl)propyl)octahydro-6H-pyrrolo[3,4-b]pyridine-5,6-dicarboxylate